4-((4-(2-amino-5-methylpyrimidin-4-yl)phenyl)amino)-7-methoxyquinazolin-6-ol NC1=NC=C(C(=N1)C1=CC=C(C=C1)NC1=NC=NC2=CC(=C(C=C12)O)OC)C